C1N(CC12CNC2)C(=O)C2=CC=C1C=C(NC1=C2)C2=NNC=1CC(CCC21)(C)C 3-(6-{2,6-diazaspiro[3.3]heptane-2-carbonyl}-1H-indol-2-yl)-6,6-dimethyl-1,4,5,7-tetrahydroindazole